FC(C1=CC2=C(SC(=C2)C(N[C@H]2CCC[C@@H]3N(C2=O)[C@@H](CC3)C(=O)N3CC(C3)C3=NC=CC=C3)=O)C=C1)(F)P(O)(O)=O (difluoro(2-(((3S,6S,9aS)-5-oxo-3-(3-(pyridin-2-yl)azetidine-1-carbonyl)octahydro-1H-pyrrolo[1,2-a]azepin-6-yl)carbamoyl)benzo[b]thiophen-5-yl)methyl)phosphonic acid